CCCC=CCC=CCCCC=CCCC Hexadeca-4,7,12-triene